ClC1=CC(=C(C=N1)C1=NC=C(C=C1)OC(F)F)NCC(CO)(C)C 3-((6'-chloro-5-(difluoromethoxy)-[2,3'-bipyridin]-4'-yl)amino)-2,2-dimethylpropan-1-ol